4-(4,4,5,5-tetramethyl-1,3,2-dioxaborolan-2-yl)-1-(2,2,2-trifluoroethyl)-3,6-dihydro-2H-pyridine CC1(OB(OC1(C)C)C=1CCN(CC1)CC(F)(F)F)C